O=C1N(CCC(N1)=O)C=1C=CC(=NC1)NC1CCC(CC1)C(=O)OC(C)(C)C tert-butyl (1r,4r)-4-{[5-(2,4-dioxo-1,3-diazinan-1-yl)pyridin-2-yl]amino}cyclohexane-1-carboxylate